sodium peroxypyrophosphate hydrate O.[O-]P([O-])(=O)OOP(=O)([O-])[O-].[Na+].[Na+].[Na+].[Na+]